O1CC[C@H](C2=NC=CC=C21)N |r| rac-3,4-dihydro-2H-pyrano[3,2-b]pyridine-4-amine